C(CCCC)OC=C(C)C1=CC2=CC=CC=C2C=C1 2-(1-(pentyloxy)prop-1-en-2-yl)naphthalene